COC1=C(C=NC=C1)C=1C=NN2C1N=C(C=C2)NCCC2=C(C=CC=C2)OC(F)(F)F 3-(4-methoxypyridin-3-yl)-N-(2-(trifluoromethoxy)phenethyl)pyrazolo[1,5-a]pyrimidin-5-amine